ClCC1=C(C=NC(=C1)C1=C(C=C(C(=C1)F)F)C(F)F)N1CC(CCC1)(C(C(F)F)O)NC(OC(C)(C)C)=O tert-butyl (1-(4-(chloromethyl)-6-(2-(difluoromethyl)-4,5-difluorophenyl)pyridin-3-yl)-3-(2,2-difluoro-1-hydroxyethyl)piperidin-3-yl)carbamate